methyl-(methyl)ammonium chloride [Cl-].C[NH2+]C